3-(4-amino-3-fluoro-phenyl)-1-methyl-1H-pyrazolo[3,4-d]pyrimidin-4-ylamine NC1=C(C=C(C=C1)C1=NN(C2=NC=NC(=C21)N)C)F